N-(4-bromo-2-methylphenyl)-5-hydroxy-1-(4-methoxybenzyl)-1H-1,2,3-triazole-4-carboxamide BrC1=CC(=C(C=C1)NC(=O)C=1N=NN(C1O)CC1=CC=C(C=C1)OC)C